CC1=CC2=C(C3=CC=CC=C3C(=C2C=C1)OC(C)C)OC(C)C 2-methyl-9,10-bis(isopropoxy)anthracene